1-(3-{[(6-amino-1H-indol-4-yl)methyl]amino}pyrido[2,3-b]pyrazin-6-yl)piperidin-4-ol NC1=CC(=C2C=CNC2=C1)CNC1=CN=C2C(=N1)N=C(C=C2)N2CCC(CC2)O